N'-[(2S,3R)-4,4-difluoro-2-[(2-fluoro[1,1'-biphenyl]-3-yl)methyl]-1-(2-hydroxy-2-methylpropanoyl)pyrrolidin-3-yl]-N,N-dimethylsulfuric diamide FC1([C@@H]([C@@H](N(C1)C(C(C)(C)O)=O)CC=1C(=C(C=CC1)C1=CC=CC=C1)F)NS(N(C)C)(=O)=O)F